{[(7-methyloct-6-en-1-yl)oxy]methyl}benzene CC(=CCCCCCOCC1=CC=CC=C1)C